4-(2,6-Difluoro-4-methoxyphenyl)-N-(4-fluoro-2-nitrophenyl)-1,3-dimethyl-1H-pyrazol-5-amin FC1=C(C(=CC(=C1)OC)F)C=1C(=NN(C1NC1=C(C=C(C=C1)F)[N+](=O)[O-])C)C